OC(CC(=O)OCC(O)COOC(C)=O)CCCCC(CCCCCCCCCCCC)O 1-(3,8-dihydroxyeicosanoyl)3-acetoxyglycerol